3-(2-Fluoro-4-methylphenyl)-4-[4-[(3S)-1-(3-fluoropropyl)pyrrolidin-3-yl]oxyphenyl]-1-oxo-2H-thiochromen-7-ol FC1=C(C=CC(=C1)C)C=1CS(C2=CC(=CC=C2C1C1=CC=C(C=C1)O[C@@H]1CN(CC1)CCCF)O)=O